1-methyl-1-butylpyrrolidinium chloride [Cl-].C[N+]1(CCCC1)CCCC